OC1=C(C=C(C=C1OC)/C=C/C(=O)OCC)OC ethyl (E)-3-(4-hydroxy-3,5-dimethoxyphenyl)prop-2-enoate